Cl.CN([C@@H](CC(C)C)C(=O)OCOC(N(C)[C@]1(C(CCCC1)=O)C1=C(C=CC=C1)Cl)=O)C ((((S)-1-(2-chlorophenyl)-2-oxocyclohexyl)(methyl)carbamoyl)oxy)methyl dimethyl-L-leucinate hydrogen chloride